2-(3-ethylsulfonyl-7-iodo-imidazo[1,2-a]pyridin-2-yl)-3-methyl-6-(trifluoromethyl)imidazo[4,5-b]pyridine C(C)S(=O)(=O)C1=C(N=C2N1C=CC(=C2)I)C2=NC=1C(=NC=C(C1)C(F)(F)F)N2C